C1(=CC=CC2=CC=CC=C12)OCC(=O)OCC ethyl 1-naphthoxyacetate